5-(1H-imidazol-1-yl)-2-(5-((E)-((1r,5s)-1-methyl-8-azabicyclo[3.2.1]oct-3-ylidene)methyl)pyrazin-2-yl)phenol N1(C=NC=C1)C=1C=CC(=C(C1)O)C1=NC=C(N=C1)/C=C\1/C[C@]2(CC[C@@H](C1)N2)C